Cl.ON=C(N)C1=NC=CC=C1 N'-hydroxypyridineformamidine hydrochloride